bis(dimethylamino)methylenemethylene-amine CN(C)C(N(C)C)=C=N